COC(CS(=O)(=O)N1CCC(CC1)C(=O)OC(C)(C)C)=O tert-Butyl 1-((2-methoxy-2-oxoethyl)sulfonyl)piperidine-4-carboxylate